Cobalt-Manganese-Aluminum [Al].[Mn].[Co]